2-(3-((6-chloro-2-cyano-1-(1-propyl-1H-pyrazol-4-yl)-7-fluoro-1H-indol-3-yl)thio)-2-fluorophenyl)-2-methylpropanoic acid ClC1=CC=C2C(=C(N(C2=C1F)C=1C=NN(C1)CCC)C#N)SC=1C(=C(C=CC1)C(C(=O)O)(C)C)F